(4-pyridazin-3-ylpyridazin-1-ium-1-yl)propanoic acid hydrogen sulfate S(=O)(=O)(O)[O-].N1=NC(=CC=C1)C1=CN=[N+](C=C1)C(C(=O)O)C